N-(2-(6-(((3R,5S)-1-Cyclopropyl-5-(trifluoromethyl)piperidin-3-yl)amino)-5-methylpyridazin-3-yl)-5-(trifluoromethyl)phenyl)methanesulfonamide C1(CC1)N1C[C@@H](C[C@@H](C1)C(F)(F)F)NC1=C(C=C(N=N1)C1=C(C=C(C=C1)C(F)(F)F)NS(=O)(=O)C)C